C1=CC(=C(C(=C1)F)Br)F 2,6-difluorobromobenzene